(2,2-difluoroethyl)-6-fluoro-N-[3-fluoro-5-(3-methoxy-3-methyl-but-1-ynyl)phenyl]-1-methyl-[1,2,4]triazolo[4,3-a]quinazolin-5-amine FC(CC=1C(=C2C(=NC=3N(C2=CC1)C(=NN3)C)NC3=CC(=CC(=C3)C#CC(C)(C)OC)F)F)F